(S)-3-(2-(3-methoxy-3-oxoprop-1-enyloxy)ethyl)pyrrolidine-1-carboxylic acid tert-butyl ester C(C)(C)(C)OC(=O)N1C[C@@H](CC1)CCOC=CC(=O)OC